FC=1C=CC2=C(CN(C3=NC4=C(C(NCC(O2)C(=O)OC)=O)C=NN4C=C3)C)C1 Methyl 11-fluoro-14-methyl-4-oxo-4,5,6,7,13,14-hexahydro-1,15-ethenopyrazolo[4,3-f][1,4,8,10]benzoxatriazacyclotridecine-7-carboxylate